2-{[7-amino-4-(1-methyl-1H-indol-6-yl)-1-oxo-2,3-dihydro-1H-isoindol-2-yl]methyl}prop-2-enenitrile NC=1C=CC(=C2CN(C(C12)=O)CC(C#N)=C)C1=CC=C2C=CN(C2=C1)C